C1=COC=C1 The molecule is a monocyclic heteroarene with a structure consisting of a 5-membered ring containing four carbons and one oxygen, with formula C4H4O. It is a toxic, flammable, low-boiling (31℃) colourless liquid. It has a role as a carcinogenic agent, a hepatotoxic agent and a Maillard reaction product. It is a mancude organic heteromonocyclic parent, a member of furans and a monocyclic heteroarene.